C(C)(C)(C)OC(=O)N1CCN(CC1)C1CC(C1)CC1=CC=CC=2NC(N(C21)C)=O 4-((1S,3r)-3-((3-methyl-2-oxo-2,3-dihydro-1H-benzo[d]imidazol-4-yl)methyl)cyclobutyl)piperazine-1-carboxylic acid tert-butyl ester